bis(2,6-dichloro-4-nitrophenyl) oxalate bis(2,4,6-trichlorophenyl)oxalate bis(3-trifluoromethyl-4-nitrophenyl)oxalate FC(C=1C=C(C=CC1[N+](=O)[O-])OC(C(=O)OC1=CC(=C(C=C1)[N+](=O)[O-])C(F)(F)F)=O)(F)F.ClC1=C(C(=CC(=C1)Cl)Cl)OC(C(=O)OC1=C(C=C(C=C1Cl)Cl)Cl)=O.C(C(=O)OC1=C(C=C(C=C1Cl)[N+](=O)[O-])Cl)(=O)OC1=C(C=C(C=C1Cl)[N+](=O)[O-])Cl